7-(4,7-diazaspiro[2.5]oct-7-yl)-2-(2,8-dimethyl-imidazo[1,2-B]pyridazin-6-yl)pyrido[1,2-A]pyrimidine-4-one C1CC12NCCN(C2)C=2C=CC=1N(C(C=C(N1)C=1C=C(C=3N(N1)C=C(N3)C)C)=O)C2